di(acryloyloxybutyl) phosphate P(=O)(OCCCCOC(C=C)=O)(OCCCCOC(C=C)=O)[O-]